(6R,7R)-7-[(2Z)-2-(2-aminothiazol-4-yl)-4-carboxybut-2-eneamido]-8-oxo-5-thia-1-azabicyclo[4.2.0]oct-2-ene-2-carboxylic acid dihydrate O.O.NC=1SC=C(N1)/C(/C(=O)N[C@H]1[C@H]2SCC=C(N2C1=O)C(=O)O)=C/CC(=O)O